diethyl (S)-(4-(1-hydroxyethyl)benzyl)phosphonate O[C@@H](C)C1=CC=C(CP(OCC)(OCC)=O)C=C1